COC1CCC(CC1)C1=NC2=CC=CC=C2C(=C1)C(=O)N ((S)-4-methoxycyclohexyl)quinoline-4-carboxamide